(R)-2-(N-[4-amino-5-(4-cyano-3-fluoro-benzoyl)thiazol-2-yl]-4-fluoro-anilino)propanamide NC=1N=C(SC1C(C1=CC(=C(C=C1)C#N)F)=O)N(C1=CC=C(C=C1)F)[C@@H](C(=O)N)C